2-(4-((3-((5-((2-cyclohexylethyl)carbamoyl)-2-methylpyridin-3-yl)amino)-1-methyl-1H-pyrazolo[3,4-d]pyrimidin-6-yl)amino)phenyl)acetic acid C1(CCCCC1)CCNC(=O)C=1C=C(C(=NC1)C)NC1=NN(C2=NC(=NC=C21)NC2=CC=C(C=C2)CC(=O)O)C